1,3-benzodioxol-5-yl-[4-[(E)-cinnamyl]piperazin-1-yl]methanone O1COC2=C1C=CC(=C2)C(=O)N2CCN(CC2)C\C=C\C2=CC=CC=C2